FC1=C(C=C(C=C1)CN([C@H]1CN(CC1)C(=O)OC)C)NC(=O)NC=1C=NC(=CC1)C methyl (3R)-3-{[(4-fluoro-3-{[(6-methyl(3-pyridyl))amino]carbonylamino}phenyl)methyl]methylamino}pyrrolidinecarboxylate